[(9H-fluoren-9-ylmethoxy)carbonyl]-L-lysine C1=CC=CC=2C3=CC=CC=C3C(C12)COC(=O)N[C@@H](CCCCN)C(=O)O